O=S1(CCN(CC1)CC1=CC=C(C=C1)C1=CC=CC=2N1N=C(N2)NC(=O)C2CC2)=O Cyclopropanecarboxylic acid {5-[4-(1,1-dioxo-1-thiomorpholin-4-ylmethyl)-phenyl]-[1,2,4]triazolo[1,5-a]pyridin-2-yl}-amide